N1CC(NC=2C=NC=3N=CC=CC3C21)=O 1,4-dihydropyrazino[2,3-c][1,8]naphthyridin-3(2H)-one